C1(CC1)CNC(=O)C=1N=C(SC1)C1=C(C=C(C(=C1)NC(=O)C1=CNC(C=C1C(F)(F)F)=O)N1C[C@H](N([C@H](C1)C)C)C)F |r| N-(cyclopropylmethyl)-2-[2-fluoro-5-[[6-oxo-4-(trifluoromethyl)-1H-pyridine-3-carbonyl]amino]-4-[rac-(3R,5S)-3,4,5-trimethylpiperazin-1-yl]phenyl]-1,3-thiazole-4-carboxamide